6-(2-Fluoro-3-methoxyphenyl)-N-((1R,3R)-3-methoxycyclopentyl)-2-(1-methyl-1H-imidazol-2-yl)-5-phenylthieno[2,3-d]pyrimidin-4-amine FC1=C(C=CC=C1OC)C1=C(C2=C(N=C(N=C2N[C@H]2C[C@@H](CC2)OC)C=2N(C=CN2)C)S1)C1=CC=CC=C1